C1(CCCCC1)[C@@H](C(NC1=CC=C(C=C1)B1OC(C(O1)(C)C)(C)C)=O)NC(OC(C)(C)C)=O tert-butyl (S)-(1-cyclohexyl-2-oxo-2-((4-(4,4,5,5-tetramethyl-1,3,2-dioxaborolan-2-yl)phenyl)amino)ethyl)carbamate